FC1CC(N(C1)C(CC=1N(C2=CC=CC=C2C1)C)=O)C(=O)NC(C1=CC=CC=C1)C1=CC(=C(C=C1)C1(CC1)C)F 4-fluoro-N-{[3-fluoro-4-(1-methylcyclopropyl)phenyl](phenyl)methyl}-1-[2-(1-methyl-1H-indol-2-yl)acetyl]pyrrolidine-2-carboxamide